BrC(C(=O)O)CC(C)(C)C 2-bromo-4,4-dimethylpentanoic acid